4-(4-(2-(4-fluorophenyl)acetyl)-3,4-dihydro-2H-pyrido[4,3-b][1,4]oxazin-8-yl)benzonitrile FC1=CC=C(C=C1)CC(=O)N1C2=C(OCC1)C(=CN=C2)C2=CC=C(C#N)C=C2